1-tert-butyl 3-ethyl 4-(4,4,5,5-tetramethyl-1,3,2-dioxaborolan-2-yl)-1,2,5,6-tetrahydropyridine-1,3-dicarboxylate CC1(OB(OC1(C)C)C1=C(CN(CC1)C(=O)OC(C)(C)C)C(=O)OCC)C